C(C1=CC=CC=C1)(C1=CC=CC=C1)[C@@H]1N2C(C=3N(C1)C(=CN3)Br)=C(C(C=C2)=O)O (S)-6-benzhydryl-3-bromo-11-hydroxy-5H-imidazo[1,2-a]pyrido[2,1-c]pyrazin-10(6H)-one